8-((4-(difluoromethoxy)phenyl)sulfonyl)-8-azabicyclo[3.2.1]octan-3-amine FC(OC1=CC=C(C=C1)S(=O)(=O)N1C2CC(CC1CC2)N)F